C1=C(C=CC2=CC=CC=C12)C[SH+]CCC(=O)OCC 2-naphthylmethyl-(1-ethoxycarbonyl)ethylsulfonium